1-(5-fluoropentyl)indole FCCCCCN1C=CC2=CC=CC=C12